methyl 2-(2-aminobenzenesulfonamido)-3-phenylpropanoate NC1=C(C=CC=C1)S(=O)(=O)NC(C(=O)OC)CC1=CC=CC=C1